4-((6-(tert-butoxycarbonyl)pyridin-3-yl)amino)-6-(2,6-difluorophenyl)pyridazine-3-carboxylic acid methyl ester COC(=O)C=1N=NC(=CC1NC=1C=NC(=CC1)C(=O)OC(C)(C)C)C1=C(C=CC=C1F)F